(2R)-1,1-Difluoro-2-[5-(2-methylphenyl)-1,3,4-oxadiazol-2-yl]-6-azaspiro[2.5]octan-6-sulfonamid FC1([C@H](C12CCN(CC2)S(=O)(=O)N)C=2OC(=NN2)C2=C(C=CC=C2)C)F